2,4-dichlorophenoxycarboxylate ClC1=C(OC(=O)[O-])C=CC(=C1)Cl